4-(4'-(5-methylthiazol-2-yl)-[1,1'-biphenyl]-4-yl)-1H-1,2,3-triazole-5-carboxylic acid CC1=CN=C(S1)C1=CC=C(C=C1)C1=CC=C(C=C1)C=1N=NNC1C(=O)O